3-(diethylphosphino)propionic acid C(C)P(CCC(=O)O)CC